4,4'-Cyclohexylidenebis[N,N-bis(4-methylphenyl)benzeneamine] C1(CCCCC1)(C1=CC=C(C=C1)N(C1=CC=C(C=C1)C)C1=CC=C(C=C1)C)C1=CC=C(C=C1)N(C1=CC=C(C=C1)C)C1=CC=C(C=C1)C